C(C)(=O)C1=CC=C(C=C1)N1CCN(CC1)C(CCC=1NS(C2=C(N1)C=CC=C2)(=O)=O)=O 1-(4-(4-acetylphenyl)piperazin-1-yl)-3-(1,1-dioxido-2H-benzo[e][1,2,4]thiadiazin-3-yl)propan-1-one